C(C)(C)(C)CC(C)(C)OC(=O)N(C(O)=O)C1=NN2C(C=C(C=C2)Br)=N1.C12=C(C(C(C(C1(C)C)C2)O)(C2(C(=C1C(C(C2)C1)(C)C)C)C1C(=C2C(C(C1)C2)(C)C)C)O)C terpinenediol tert-butyl-(7-bromo-[1,2,4]triazolo[1,5-a]pyridin-2-yl)(tert-butoxycarbonyl)carbamate